dimethylamino-phthalimide CN(C)C1=C2C(C(=O)NC2=O)=CC=C1